(1S,2S,5R)-N-(2-(2-amino-2-oxoethoxy)phenethyl)-1-hydroxy-2-isopropyl-5-methyl-cyclohexane-1-carboxamide NC(COC1=C(CCNC(=O)[C@]2([C@@H](CC[C@H](C2)C)C(C)C)O)C=CC=C1)=O